C1(CC1)N(C(=O)C1=CC=2N=C(N=C(C2O1)N1CCOCC1)N1N=C(C=C1)C=1C=C(C=CC1)C)C N-cyclopropyl-N-methyl-4-morpholino-2-(3-(m-tolyl)-1H-pyrazol-1-yl)furo[3,2-d]pyrimidine-6-carboxamide